ethyl 3-((tert-butoxycarbonyl) amino)-4-methoxy-1H-pyrrole-2-carboxylate C(C)(C)(C)OC(=O)NC1=C(NC=C1OC)C(=O)OCC